N-[(6-Amino-2-pyridyl)sulfonyl]-2-(2-benzylpyrrolidin-1-yl)-6-(3-fluoro-5-isobutoxyphenyl)pyridin-3-carboxamid NC1=CC=CC(=N1)S(=O)(=O)NC(=O)C=1C(=NC(=CC1)C1=CC(=CC(=C1)OCC(C)C)F)N1C(CCC1)CC1=CC=CC=C1